FC1=CC=C(C=C1)NC1=NC=CC(=C1)N1C=C(C=C1)C(=O)NC(CO)C1=CC=CC=C1 1-(2-((4-fluoro-phenyl)amino)pyridin-4-yl)-N-(2-hydroxy-1-phenyl-ethyl)-1H-pyrrole-3-carboxamide